[N-]1CCOCCC1 homomorpholinide